(1R,2S)-6-hydroxy-1-(4-((5-bromopentyl)oxy)phenyl)-2-phenyl-1,2,3,4-tetrahydronaphthalene OC=1C=C2CC[C@@H]([C@@H](C2=CC1)C1=CC=C(C=C1)OCCCCCBr)C1=CC=CC=C1